(2,3,4,5-tetramethylcyclopenta-1,3-dien-1-yl)cyclohexane CC1=C(C(C(=C1C)C)C)C1CCCCC1